2,2'-ethylenebis(4,6-di-t-amylphenol) C(CC1=C(C(=CC(=C1)C(C)(C)CC)C(C)(C)CC)O)C1=C(C(=CC(=C1)C(C)(C)CC)C(C)(C)CC)O